C(C)(C)(C)OC(=O)N1CC2OC2C1.CC([C@H](C)N1C(C=CC2=C1N=CN=C2)=O)C 8-[(2S)-3-methylbutan-2-yl]pyrido[2,3-d]pyrimidin-7(8H)-on tert-butyl-6-oxa-3-azabicyclo[3.1.0]hexane-3-carboxylate